C(C)OC1=CC(=NC=C1C#N)[C@H](C)N1C(C2=CC(=CC(=C2CC1)C1=CN(C(C(=C1C)C)=O)C)CCN(C)CC)=O (S)-4-ethoxy-6-(1-(7-(2-(ethyl(methyl)amino)ethyl)-1-oxo-5-(1,4,5-trimethyl-6-oxo-1,6-dihydropyridin-3-yl)-3,4-dihydroisoquinolin-2(1H)-yl)ethyl)nicotinonitrile